FC1=C(C(=CC=C1)OC)C1=NC=CC2=C1CN(C2=O)C2=NC(=NC(=C2)C)N[C@H]2[C@@H](CCC2)O 4-(2-fluoro-6-methoxyphenyl)-2-(2-(((1r,2r)-2-hydroxycyclopentyl)amino)-6-methylpyrimidin-4-yl)-2,3-dihydro-1H-pyrrolo[3,4-c]pyridin-1-one